CC(O)C=1C=C2C(=NC1)OC(=N2)C2=C(C(=CC=C2)Br)C methyl-(2-(3-bromo-2-methylphenyl)Oxazolo[5,4-b]pyridin-6-yl)methanol